CC1=C(C(=CC=C1)C)NC(C[N+]=1N(C=CC1)C1=CC=CC=C1)=O 2-(2-((2,6-dimethylphenyl)amino)-2-oxoethyl)-1-phenyl-1H-pyrazol-2-ium